Cl.FC(CN)(C)F 2,2-difluoropropane-1-amine hydrochloride